2-hydroxy-2-(pyridin-3-yl)ethan-1-one OC(C=O)C=1C=NC=CC1